C1(CC1)C1=CC=C(C=C1)NC(=O)C1N(CCCC1(C)C)C(=O)OC(C)(C)C tert-butyl 2-[(4-cyclopropylphenyl)carbamoyl]-3,3-dimethyl-piperidine-1-carboxylate